3-(benzofuran-3-yl)-1-propyl-pyrazolo[4,3-c]Pyridine-6-carboxamide O1C=C(C2=C1C=CC=C2)C2=NN(C1=C2C=NC(=C1)C(=O)N)CCC